methyl 1-methyl-4-(6-methyl-5-(N-(methyl-d3) methylsulfonylamino) pyridin-2-yl)-1H-1,2,3-triazole-5-carboxylate CN1N=NC(=C1C(=O)OC)C1=NC(=C(C=C1)N(C([2H])([2H])[2H])S(=O)(=O)C)C